N1=CN=C(C=C1)C1=C2CNC(C2=CC=C1)=O 4-(pyrimidin-4-yl)isoindolin-1-one